[Mg+2].B([O-])([O-])[O-].B([O-])([O-])[O-].[Mg+2].[Mg+2] boric acid, magnesium salt